C(CCC)N1CN(C=C1)C 1-n-butyl-3-methyl-1H-imidazole